ClC=1C=CC(=C(C1)C1=C(C=NN1COCC[Si](C)(C)C)N)OC(F)F 5-(5-chloro-2-difluoromethoxyphenyl)-1-(2-trimethylsilyl-ethoxymethyl)-1H-pyrazol-4-ylamine